8-(1-(2,2-difluoroethyl)-1H-pyrazolo[3,4-b]pyrazin-6-yl)-1-(2,2,2-trifluoroethyl)-3-(4-(trifluoromethyl)pyridin-2-yl)-1,3,8-triazaspiro[4.5]decane-2,4-dione FC(CN1N=CC=2C1=NC(=CN2)N2CCC1(C(N(C(N1CC(F)(F)F)=O)C1=NC=CC(=C1)C(F)(F)F)=O)CC2)F